C(C)N(C(=O)[C@H]1CN(C)[C@@H]2CC3=CN(C4=CC=CC(C2=C1)=C34)C(CCC)=O)CC D-N1-butyryllysergic acid diethylamide